CC(C([O-])=S)=C 2-methylprop-2-enethioate